CS(=O)(=O)C1=NC=CC(=C1)C(=O)N1C2CC2CC1C(=O)N 2-((2-(methylsulfonyl)-4-pyridinyl)carbonyl)-2-azabicyclo[3.1.0]hexane-3-carboxamide